1-(2,2-difluorovinyl)-4-(methylsulfonyl)benzene FC(=CC1=CC=C(C=C1)S(=O)(=O)C)F